C(C)(C)(C)N=[Nb](N(C)C)(N(C)C)N(C)C t-butyliminotris(dimethylamino)niobium